CN1[C@@H](CCC1)COC1=NC(=CC(=N1)C(=O)NC1=C2C=CC=NC2=CC=C1C)N1CCN(CC1)C(C=C)=O 2-[[(2S)-1-methylpyrrolidin-2-yl]methoxy]-N-(6-methyl-5-quinolyl)-6-(4-prop-2-enoylpiperazin-1-yl)pyrimidine-4-carboxamide